FC1=C(C=CC(=C1)F)C(C1=CC=C2C=CC=NC2=C1O)N1CCOCC1 7-((2,4-difluorophenyl)(morpholino)methyl)quinolin-8-ol